ClC=1C=C(C=CC1F)NC1=NC=NC2=CC(=C(C=C12)NC(C=C)=O)OCCCN1CCN(CC1)CCCCCNC1=C2C(N(C(C2=CC=C1)=O)C1C(NC(CC1)=O)=O)=O N-(4-((3-chloro-4-fluorophenyl)amino)-7-(3-(4-(5-((2-(2,6-dioxopiperidin-3-yl)-1,3-dioxoisoindolin-4-yl)amino)pentyl)piperazin-1-yl)propoxy)quinazolin-6-yl)acrylamide